5-iodo-3-methylpyrazin-2-amine IC=1N=C(C(=NC1)N)C